C1(CC1)S(=O)(=O)C1=CC(=NC=C1)[C@@H](NC(=O)C=1SC(=CN1)C1=NC(=CN=C1)OCC)[C@@H]1COCC1 N-((S)-(4-(cyclopropanesulfonyl)pyridin-2-yl)((R)-tetrahydrofuran-3-yl)methyl)-5-(6-ethoxypyrazin-2-yl)thiazole-2-carboxamide